5-Ethylmercaptotetrazole C(C)SC1=NN=NN1